1-(3-chloro-5-((diphenylmethylene)amino)pyridin-2-yl)-2,2-dimethylpropane-1-ol ClC=1C(=NC=C(C1)N=C(C1=CC=CC=C1)C1=CC=CC=C1)C(C(C)(C)C)O